(R)-tert-Butyl 2,7-dimethyl-3-(((trifluoromethyl)sulfonyl) oxy)-2,4,5,7-tetrahydro-6H-pyrazolo[3,4-c]pyridine-6-carboxylate CN1N=C2[C@H](N(CCC2=C1OS(=O)(=O)C(F)(F)F)C(=O)OC(C)(C)C)C